OC(=O)C(F)(F)F.O1N[C@H](CC1)C=1C=C(C=NC1)C#N 5-[(3R)-isoxazolidin-3-yl]pyridine-3-carbonitrile TFA salt